CC1=CNC=2CCC(C(C12)=O)(C)C 3,5,5-Trimethyl-4-oxo-4,5,6,7-tetrahydro-1H-indol